4-(6-Biphenyl-3-ylmethyl-4-bromo-3-hydroxy-pyridin-2-yl)-4-oxo-butyric acid ethyl ester C(C)OC(CCC(=O)C1=NC(=CC(=C1O)Br)CC=1C=C(C=CC1)C1=CC=CC=C1)=O